C(CCCCC(C)C)N(CCCCCCCCCCCC)CCCCCC(C)C diisooctyl-dodecylamine